(5R)-N-(5-Chloropyrimidin-2-yl)-1,5-dimethyl-2-oxo-6,7-dihydro-5H-cyclopenta[b]pyridine-3-carboxamide ClC=1C=NC(=NC1)NC(=O)C1=CC2=C(N(C1=O)C)CC[C@H]2C